4-{6-[2-fluoro-1-(fluoromethyl)ethoxy]-3-(3-methoxy-4-propoxybenzyl)-2,4-dioxo-3,4-dihydroquinazolin-1(2H)-yl}piperidine-1-carbaldehyde FCC(OC=1C=C2C(N(C(N(C2=CC1)C1CCN(CC1)C=O)=O)CC1=CC(=C(C=C1)OCCC)OC)=O)CF